2-(2-(4-(benzyloxy)phenoxy)ethoxy)tetrahydro-2H-pyran C(C1=CC=CC=C1)OC1=CC=C(OCCOC2OCCCC2)C=C1